NC1=C(C(=NN1C1=C(C=CC(=C1)F)F)C1=CC=C(C=C1)CNC(C1=C(C=CC=C1)OC)=O)C#N N-[[4-[5-amino-4-cyano-1-(2,5-difluorophenyl)pyrazol-3-yl]phenyl]methyl]-2-methoxy-benzamide